8-(3,4,5-trichlorophenyl)quinoline-1-oxide ClC=1C=C(C=C(C1Cl)Cl)C=1C=CC=C2C=CC=[N+](C12)[O-]